CC=1N=C(SC1C1=NC(=NC=C1)C1(CC1)C)N 4-methyl-5-(2-(1-methylcyclopropyl)pyrimidin-4-yl)thiazol-2-amine